((2S,7aS)-2-methoxy-6-methylenetetrahydro-1H-pyrrolizin-7a(5H)-yl)methanol CO[C@H]1C[C@@]2(CC(CN2C1)=C)CO